C(C1=CC=CC=C1)C1=C(SC=2N3C(COCC21)=NN=C3C)C#CC=3C=NC=CC3 3-benzyl-9-methyl-2-(pyridin-3-ylethynyl)-4H,6H-thieno[2,3-e][1,2,4]triazolo[3,4-c][1,4]oxazepine